OC(C(C1=CC=CC=C1)(C1=CC=CC=C1)C1=CC=CC=C1)(O)O Trihydroxytritylmethan